O[C@H]1CO[C@@H]2[C@H](CO[C@H]12)NC(=O)C=1C=2C=CN(C2C=C(C1)C#CCNC=1C(OC)=CC=C(C1)S(=O)(=O)C)CC(F)(F)F N-{(1R,4S,5R,8S)-8-hydroxy-2,6-dioxabicyclo[3.3.0]oct-4-yl}-6-[3-(4-mesyl-2-anisidino)-1-propynyl]-1-(2,2,2-trifluoroethyl)-4-indolecarboxamide